CC1=CC=C(C=N1)C=1C=NC=2CCN=CC2C1 3-(6-methylpyridin-3-yl)-7,8-dihydro-1,6-naphthyridin